(R)-2-amino-3-(4-chloro-3-fluorophenyl)-1-((S)-4-((5R,7R)-7-hydroxy-5-methyl-6,7-dihydro-5H-cyclopenta[d]pyrimidin-4-yl)-3-methylpiperazin-1-yl)propan-1-one N[C@@H](C(=O)N1C[C@@H](N(CC1)C=1C2=C(N=CN1)[C@@H](C[C@H]2C)O)C)CC2=CC(=C(C=C2)Cl)F